Benzyl 5-((2-acetamidopyridin-4-yl) oxy)-8-nitro-3,4-dihydroquinoline-1(2H)-carboxylate C(C)(=O)NC1=NC=CC(=C1)OC1=C2CCCN(C2=C(C=C1)[N+](=O)[O-])C(=O)OCC1=CC=CC=C1